(R)-(4-bromo-5-chloro-6-fluoro-2-phenyl-2,3-dihydrobenzofuran-2-yl)methylamine BrC1=C(C(=CC2=C1C[C@@](O2)(C2=CC=CC=C2)CN)F)Cl